NC1=NC=NN2C1=C(C=C2C=2C=CC(=C(C(=O)N[C@@H]1CN(C[C@@H]1F)C(=O)C=1N=CSC1)C2)C)C(F)(F)F 5-[4-amino-5-(trifluoromethyl)pyrrolo[2,1-f][1,2,4]triazin-7-yl]-N-[(3R,4S)-4-fluoro-1-(1,3-thiazole-4-carbonyl)pyrrolidin-3-yl]-2-methylbenzamide